(S)-1-((S)-1-(2-((S)-amino((S)-3,3-difluorocyclohexyl)methyl)benzo[d]-oxazol-5-yl)-2-methoxyethyl)-4-(trifluoromethyl)imidazolidin-2-one N[C@H](C=1OC2=C(N1)C=C(C=C2)[C@@H](COC)N2C(N[C@@H](C2)C(F)(F)F)=O)[C@@H]2CC(CCC2)(F)F